3-(((2-aminoethyl)(ethyl)amino)methyl)-2-chlorobenzonitrile NCCN(CC)CC=1C(=C(C#N)C=CC1)Cl